1-bromo-8-chloro-3-methylimidazo[1,5-a]pyrazine BrC=1N=C(N2C1C(=NC=C2)Cl)C